(E)-3-(6-aminopyridin-3-yl)-N-((7-chloro-5-(4-(morpholinosulfonyl)phenyl)benzofuran-2-yl)methyl)acrylamide NC1=CC=C(C=N1)/C=C/C(=O)NCC=1OC2=C(C1)C=C(C=C2Cl)C2=CC=C(C=C2)S(=O)(=O)N2CCOCC2